CC(CC(=O)O[C@@H]1[C@H](C([C@H](C1)N1C=2N=C(NC(C2N=C1)=O)N)=C)CO[Si](C)(C)C(C)(C)C)C (1s,2r,4s)-4-(2-amino-6-oxo-1H-purin-9(6H)-yl)-2-(((tert-butyldimethylsilyl) oxy) methyl)-3-methylenecyclopentyl 3-methylbutanoate